FC=1C=C2N=CC(=NC2=CC1)N1C[C@H](N([C@@H](C1)C)C(=O)Cl)C (2R,6R)-4-(6-fluoroquinoxalin-2-yl)-2,6-dimethylpiperazine-1-carbonyl chloride